tert-butyl 1-(3-(1-(tert-butoxycarbonyl)cyclopentyl)-5-fluorobenzyl)-1,8-diazaspiro[4.5]decane-8-carboxylate C(C)(C)(C)OC(=O)C1(CCCC1)C=1C=C(CN2CCCC23CCN(CC3)C(=O)OC(C)(C)C)C=C(C1)F